NC=1C(N(C=CC1)C1=NC=CC=C1F)=O 3-amino-3'-fluoro-2H-[1,2'-bipyridin]-2-one